NC=1C(=CC(=C(C1)C=1C(N(C2=CC(=NC=C2C1)NCC1=CC=C(C=C1)OC)CC(F)(F)F)=O)F)F 3-(5-amino-2,4-difluorophenyl)-7-((4-methoxybenzyl)amino)-1-(2,2,2-trifluoroethyl)-1,6-naphthyridin-2(1H)-one